ethyl-trimethoxystyrene C(C)C1=C(C(=C(OC)OC)OC)C=CC=C1